C1(=CC=C(C=C1)C[C@@H](CNC(C)=O)[N+]1=NOC(=C1)[N-]C(NC1=CC(=CC=C1)C(F)(F)F)=O)C1=CC=CC=C1 (S)-(3-(1-(1,1'-biphenyl-4-yl)-3-acetamidopropan-2-yl)-1,2,3-oxadiazol-3-ium-5-yl)((3-(trifluoromethyl)phenyl)carbamoyl)amide